BrC=1SC(=C(N1)C[C@@H](C(=O)OCC)NC(=O)OC(C)(C)C)CCCC(=O)O (S)-4-(2-bromo-4-(2-((tert-butoxycarbonyl)amino)-3-ethoxy-3-oxopropyl)thiazol-5-yl)butanoic acid